1-t-butyl 2,4-dimethyl (2S,4R)-4-(5-chloroindazol-2-yl)pyrrolidine-1,2,4-tricarboxylate ClC1=CC2=CN(N=C2C=C1)[C@@]1(C[C@H](N(C1)C(=O)OC(C)(C)C)C(=O)OC)C(=O)OC